(5-bromo-4-methylthiazol-2-yl)-3-(trifluoromethyl)pyrrolidin-3-amine BrC1=C(N=C(S1)N1CC(CC1)(N)C(F)(F)F)C